NC1=NNC2=C(C=CC=C12)C=1C=C2C(=NN(C2=CC1)C(C)C)COC1=C(C=CC=C1)CC(=O)O 2-(2-((3'-amino-1-isopropyl-1H,1'H-[5,7'-biindazol]-3-yl)methoxy)phenyl)acetic acid